C(CCC)C1OC(C2=CC(=CC=C12)OCC=1OC(=NN1)SC(C)C)=O 3-butyl-6-((5-(isopropylthio)-1,3,4-oxadiazol-2-yl)methoxy)isobenzofuran-1(3H)-one